C(C)(=O)C=1C(=C(C=CC1)C(CCC1CN(C1)C(=O)OC(C)(C)C)(F)F)F tert-butyl 3-(3-(3-acetyl-2-fluorophenyl)-3,3-difluoropropyl)azetidine-1-carboxylate